ClC1=C(C=C(C=C1)NC(OC(C)(C)C)=O)C(NC1=NC=C(C=C1C)C#CC1=NC=CN=C1)=O tert-butyl N-[4-chloro-3-[[3-methyl-5-(2-pyrazin-2-ylethynyl)-2-pyridyl]carbamoyl]phenyl]carbamate